(S)-N-(5-(3-(1-((5-cyanothiazol-2-yl)amino)-1-oxopropan-2-yl)phenyl)-3-fluoropyridin-2-yl)acrylamide C(#N)C1=CN=C(S1)NC([C@@H](C)C=1C=C(C=CC1)C=1C=C(C(=NC1)NC(C=C)=O)F)=O